1-ethyl-4-((6-(2-hydroxy-6-methyl-4-(trifluoromethyl)phenyl)-3-((S or R)-1-hydroxyethyl)-2H-pyrazolo[3,4-b]pyridin-2-yl)methyl)pyrrolidin-2-one C(C)N1C(CC(C1)CN1N=C2N=C(C=CC2=C1[C@H](C)O)C1=C(C=C(C=C1C)C(F)(F)F)O)=O |o1:17|